FC=1C(=C(C(=O)O)C(=CC1)I)C 3-fluoro-6-iodo-2-methylbenzoic acid